C1(=CC=CC=C1)[C@@H](CC)OC(=O)N1CCN(CC1)C=1C=NN2C1C=CC(=C2)C=2C=NN(C2)C (1R)-4-[6-(1-methyl-1H-pyrazol-4-yl)pyrazolo[1,5-a]pyridin-3-yl]piperazine-1-carboxylic acid 1-phenylpropyl ester